ClC=1C=NC(=C(C(=O)NC2CCC(CC2)CN2C(C(C3=CC=CC=C23)(O)C2=C(C=CC(=C2)OC)F)=O)C1)C(F)F 5-chloro-2-(difluoromethyl)-N-((1r,4r)-4-((3-(2-fluoro-5-methoxyphenyl)-3-hydroxy-2-oxoindolin-1-yl)methyl)cyclohexyl)nicotinamide